CC=1OC2=C(C=CC=C2C(C1)=O)C 2,8-dimethyl-4H-chromene-4-one